C1=CC=C2C(=C1)C3=C4C(=CC=C(C4=NN3)S(=O)(=O)O)C2=O The molecule is an arenesulfonic acid that is 1,6-dihydrodibenzo[cd,g]indazole-3-sulfonic acid substituted by an oxo group at position 6. It has a role as a metabolite. It is an organic heterotetracyclic compound, an organonitrogen heterocyclic compound, an arenesulfonic acid and a cyclic ketone.